1-[3-[1,3-benzodioxol-5-yl(methyl)carbamoyl]phenyl]-3,5-dimethyl-pyrazole-4-carboxamide O1COC2=C1C=CC(=C2)N(C(=O)C=2C=C(C=CC2)N2N=C(C(=C2C)C(=O)N)C)C